[4-[1-(4-[3-amino-6-[2-(methoxymethoxy)phenyl]pyridazin-4-yl]-1H-pyrazol-1-yl)ethyl]phenyl]methanol NC=1N=NC(=CC1C=1C=NN(C1)C(C)C1=CC=C(C=C1)CO)C1=C(C=CC=C1)OCOC